CC1=NN2C(N=CC=C2C2CN(CCC2)C(=O)OC(C)(C)C)=C1C1=NC=NC=C1 tert-Butyl 3-(2-methyl-3-(pyrimidin-4-yl)pyrazolo[1,5-a]pyrimidin-7-yl)piperidine-1-carboxylate